(8-methyl-8-azabicyclo[3.2.1]oct-3-en-3-yl) trifluoromethanesulfonate FC(S(=O)(=O)OC=1CC2CCC(C1)N2C)(F)F